4-{1-sec-Butyl-7-[(R)-1-(7-methyl-imidazo[1,2-a]pyridin-2-yl)-ethylamino]-1H-pyrazolo[4,3-d]pyrimidin-5-yl}-piperazine C(C)(CC)N1N=CC=2N=C(N=C(C21)N[C@H](C)C=2N=C1N(C=CC(=C1)C)C2)N2CCNCC2